C(C)(=O)[O-].C(C)(=O)[O-].C1(CCCCC1)P(C1CCCCC1)C1CCCCC1.C1(CCCCC1)P(C1CCCCC1)C1CCCCC1.[Pd+2] palladium(II) bis(tricyclohexylphosphine) diacetate